4-{[(1H-benzimidazol-2-yl)methyl]amino}-8-(propan-2-yl)pyrazolo[1,5-a][1,3,5]triazin N1C(=NC2=C1C=CC=C2)CNC2=NC=NC=1N2N=CC1C(C)C